(R)-4-amino-2-fluoro-N-(8-methylisoquinolin-1-yl)-N-(piperidin-3-yl)benzamide NC1=CC(=C(C(=O)N([C@H]2CNCCC2)C2=NC=CC3=CC=CC(=C23)C)C=C1)F